8-((5-chloro-6-methoxypyridin-3-yl)sulfonyl)-3-(2-oxa-6-azaspiro[3.3]heptan-6-yl)-1-oxa-8-azaspiro[4.5]decane ClC=1C=C(C=NC1OC)S(=O)(=O)N1CCC2(CC(CO2)N2CC3(COC3)C2)CC1